tert-Butyl 2-[3-[4-[3-cyano-5-[(1R)-1-(2-pyridyl)ethoxy]imidazo[1,2-a]pyridin-7-yl]-5-methyl-pyrazol-1-yl]azetidin-1-yl]-7-azabicyclo[2.2.1]heptane-7-carboxylate C(#N)C1=CN=C2N1C(=CC(=C2)C=2C=NN(C2C)C2CN(C2)C2C1CCC(C2)N1C(=O)OC(C)(C)C)O[C@H](C)C1=NC=CC=C1